4-[(1S,4R)-5-(2,2-dimethylpropanoyl)-2,5-diazabicyclo[2.2.1]hept-2-yl]-2-(1-methyl-1H-pyrazol-4-yl)pyrimidine-5-carbonitrile CC(C(=O)N1[C@H]2CN([C@H](C1)C2)C2=NC(=NC=C2C#N)C=2C=NN(C2)C)(C)C